(S)-5-(2-((2-methoxyphenyl)-amino)-2-oxoacetyl)-N-((S)-3-oxo-1-((S)-2-oxopyrrolidin-3-yl)-4-(trifluoromethoxy)butan-2-yl)-5-azaspiro[2.4]-heptane-6-carboxamide COC1=C(C=CC=C1)NC(C(=O)N1CC2(CC2)C[C@H]1C(=O)N[C@@H](C[C@H]1C(NCC1)=O)C(COC(F)(F)F)=O)=O